3-chloro-2-hydroxypropylmethylethyl-ammonium ClCC(C[NH+](CC)C)O